N1C(C=CC=2C(=CC=CC12)C(=O)OC(=O)O)=O 5-carboxyl (quinolone-5-carboxylate)